silver acetate monohydrate O.C(C)(=O)[O-].[Ag+]